OP(O)(=O)OP(=O)(O)O.C=CCCCCCCCCC undecene pyrophosphate